N-[5-(4-cyano-3-prop-2-yloxyphenyl)-1,3-thiazol-2-yl]-2-oxo-1-prop-2-ylpyridine-4-carboxamide C(#N)C1=C(C=C(C=C1)C1=CN=C(S1)NC(=O)C1=CC(N(C=C1)C(C)C)=O)OC(C)C